CC1=NNC(=C1C1=CC=C(NC([C@H]([C@@H]2CCC3=CC=C(C=C23)N2C=NC(=C2)C(C)C)NC(=O)C2(CC2)F)=O)C=C1)C N-[(1S)-2-[4-(3,5-dimethyl-1H-pyrazol-4-yl)anilino]-1-[(1R)-6-(4-isopropylimidazol-1-yl)indan-1-yl]-2-oxo-ethyl]-1-fluoro-cyclopropanecarboxamide